perfluorononyl-ethyl-malonic acid FC(C(F)(F)F)(C(C(=O)O)(C(=O)O)C(C(C(C(C(C(C(C(C(F)(F)F)(F)F)(F)F)(F)F)(F)F)(F)F)(F)F)(F)F)(F)F)F